ClC1=CC(=C(C=C1)C1=C(C=CC=C1)N1C2=CC=CC=C2C=2C=CC=CC12)C1=CC=CC2=CC=CC=C12 9-(4'-chloro-2'-(naphthalen-1-yl)-[1,1'-biphenyl]-2-yl)-9H-carbazole